C(C)(C)(C)OC(N[C@@H]1CC[C@H](CC1)CCN1C2CCC2N(CC1)C1=NSC2=C1C=CC=C2)=O (trans-4-(2-(5-(benzo[d]isothiazol-3-yl)-2,5-diazabicyclo[4.2.0]oct-2-yl)ethyl)cyclohexyl)carbamic acid tert-butyl ester